C1(CC1)C(C)N(C1=CC(N(C=2C=CC=NC12)C)=O)C 8-[(1-cyclopropylethyl)(methyl)amino]-5-methyl-6-oxo-5,6-dihydro-1,5-naphthyridine